Decaglyceryl Monooleate CC1=C(C2=CC3=NC(=CC4=C(C(=C([N-]4)C=C5C(=C(C(=N5)C=C1[N-]2)C(C)SCC(C(=O)NC)N)C)C(C)SCC(C(=O)NC)N)C)C(=C3CCC(=O)O)C)CCC(=O)O.[Fe+2]